OS(=O)(=O)C(F)(F)F.FC(F)(F)S(=O)(=O)O Trifluoromethylsulfonat (Triflat)